1-(4-((2-(4-cyclopropyl-6-methoxypyrimidin-5-yl)oxazolo[5,4-c]pyridin-4-yl)methyl)phenyl)-5-methyl-1H-pyrazole-3-carbonitrile C1(CC1)C1=NC=NC(=C1C=1OC=2C(=NC=CC2N1)CC1=CC=C(C=C1)N1N=C(C=C1C)C#N)OC